ClC1=CC(=C(C=C1)C(C)=O)OC([2H])([2H])[2H] 1-(4-chloro-2-(methoxy-d3)phenyl)ethane-1-one